(Z)-5-benzylidene-4,4-dimethylthiazolidin-2-one C(/C1=CC=CC=C1)=C/1\C(NC(S1)=O)(C)C